2-(2-((tert-butoxy-carbonyl)amino)thiazol-4-yl)-2-oxoacetic acid C(C)(C)(C)OC(=O)NC=1SC=C(N1)C(C(=O)O)=O